N=1C=C(N2N=CC=CC21)C#CC=2C=C(C(=O)NC1=CC=C3C(=NC=NC3=C1)N1CCN(CC1)CCOCCOCCOCCOCC(=O)N)C=CC2C 14-(4-(7-(3-(imidazo[1,2-b]pyridazin-3-ylethynyl)-4-methylbenzamido)quinazolin-4-yl)piperazin-1-yl)-3,6,9,12-tetraoxatetradecanamide